O=C1N(CCC(N1)=O)C1=NN(C2=CC(=CC=C12)CCCCCCCCC=O)C 9-(3-(2,4-dioxotetrahydropyrimidin-1(2H)-yl)-1-methyl-1H-indazol-6-yl)nonanal